ClC1=CC2=C(NC(=N2)CN(C=2C=3N(N=C(C2)N2CC(C2)O)C(=CN3)C(F)(F)F)CC3=CC=C(C=C3)OC)C=C1Cl 1-(8-(((5,6-dichloro-1H-benzo[d]imidazol-2-yl)methyl)(4-methoxybenzyl)amino)-3-(trifluoromethyl)imidazo[1,2-b]pyridazin-6-yl)azetidin-3-ol